3,5,6-tricarboxynorbornane-2-Acetic acid 2,3:5,6-dianhydride C1C2C3CC(=O)OC(=O)C3C1C4C2C(=O)OC4=O